C(C)(=O)OC(C(=O)NC1=CC(=C(C=C1)B1OC(C(O1)(C)C)(C)C)Cl)C=1C=C(C=CC1)C 2-((3-chloro-4-(4,4,5,5-tetramethyl-1,3,2-dioxaborolan-2-yl)phenyl)amino)-2-oxo-1-(m-tolyl)ethyl acetate